NC(CC)[Si](OCCC)(OCCC)OCCC α-aminopropyl-tripropoxysilane